1-(3-((8-(5-methyl-1H-indazol-4-yl)cinnolin-4-yl)amino)pyrrolidin-1-yl)prop-2-en-1-one CC=1C(=C2C=NNC2=CC1)C=1C=CC=C2C(=CN=NC12)NC1CN(CC1)C(C=C)=O